N-((5-chloro-6-(5-methoxypyrazin-2-yl)-1H-indol-2-yl)methyl)oxetane-2-carboxamide ClC=1C=C2C=C(NC2=CC1C1=NC=C(N=C1)OC)CNC(=O)C1OCC1